tert-butyl N-[(1S)-1-{3-[4-amino-1-(2H3)methyl-1H-pyrazol-5-yl]phenyl}but-3-en-1-yl]carbamate NC=1C=NN(C1C=1C=C(C=CC1)[C@H](CC=C)NC(OC(C)(C)C)=O)C([2H])([2H])[2H]